N[C@H](C(=O)N[C@H](C(=O)N[C@H](C(=O)OCC1=CC=CC=C1)CO)CCCCNC(=O)OCC1C2=CC=CC=C2C=2C=CC=CC12)CC(C)C benzyl (2S)-2-[(2S)-2-[(2S)-2-amino-4-methylpentanamido]-6-{[(9H-fluoren-9-ylmethoxy)carbonyl]amino}hexanamido]-3-hydroxypropanoate